COCC(=O)NC1CN(CC1)C1=NC(=NC(=C1)N1CCNCC1)NC1=CC2=C(C=N1)C=NN2C(C)C 2-methoxy-N-{1-[6-(piperazin-1-yl)-2-{[1-(propan-2-yl)-1H-pyrazolo[4,3-c]pyridin-6-yl]amino}pyrimidin-4-yl]pyrrolidin-3-yl}acetamide